8-(1-(difluoromethyl)-1H-pyrazol-4-yl)-N-((7-fluoro-1H-benzo[d]imidazol-2-yl)methyl)-2-morpholinopyrazolo[1,5-a][1,3,5]triazin-4-amine FC(N1N=CC(=C1)C=1C=NN2C1N=C(N=C2NCC2=NC1=C(N2)C(=CC=C1)F)N1CCOCC1)F